3-(bromomethyl)-2,4-dichlorobenzoic acid BrCC=1C(=C(C(=O)O)C=CC1Cl)Cl